C1(CCCC1)C1=NC=CC=C1 cyclopentylpyridin